ClC=1C=C(C=NC1OCC1CC1)NC1=NC=NC2=CC=C(C=C12)O[C@@H]1CNCC1 N-[5-Chloro-6-(cyclopropylmethoxy)-3-pyridyl]-6-[(3S)-pyrrolidin-3-yl]oxy-quinazolin-4-amine